1-(3-{4-[2-(4-Methylphenyl)ethoxy]phenyl}propanoyl)azetidin-3-yl dihydrogen phosphate ammonium salt [NH4+].P(=O)(OC1CN(C1)C(CCC1=CC=C(C=C1)OCCC1=CC=C(C=C1)C)=O)(O)O